C1(CCC1)OC=1C=C(C=CC1)N1N=C(C=C1CC(C)C)NC1=C(C(=O)[O-])C=C(C=N1)C=1SC=CC1 2-[[1-[3-(cyclobutyloxy)phenyl]-5-isobutylpyrazol-3-yl]amino]-5-(thiophen-2-yl)nicotinate